CC1COC=C2C=NC=3C=CC=CC3C2=N1 methyl-2,3-dihydro-[1,4]oxazepino[6,5-c]quinoline